2,4-dichloroquinoline-6-carboxylic acid methyl ester COC(=O)C=1C=C2C(=CC(=NC2=CC1)Cl)Cl